ClC=1N=CC2=C(N1)CCS2 2-chloro-6,7-dihydrothieno[3,2-d]pyrimidine